N-(1-cyclohexyl-6-(4,4-difluoropiperidin-1-yl)-1H-pyrazolo[3,4-d]pyrimidin-4-yl)-5-nitrothiophene-2-carboxamide C1(CCCCC1)N1N=CC=2C1=NC(=NC2NC(=O)C=2SC(=CC2)[N+](=O)[O-])N2CCC(CC2)(F)F